NC1=C(C=C(C=C1Cl)C1=NC(=NC=C1)NC1=CC=C(C=C1)N1CCOCC1)Cl 4-(4-amino-3,5-dichlorophenyl)-N-(4-morpholinophenyl)pyrimidin-2-amine